(R)-N-(1-(5-bromo-1-methyl-1H-benzo[d]imidazol-2-yl)piperidin-3-yl)-5-(trifluoromethyl)pyrimidin-2-amine BrC1=CC2=C(N(C(=N2)N2C[C@@H](CCC2)NC2=NC=C(C=N2)C(F)(F)F)C)C=C1